4-[1-(5-chloro-4-methoxy-pyrimidin-2-yl)-4-fluoro-piperidine-4-carbonyl]-3,5-dihydro-2H-pyrido[3,4-f][1,4]oxazepine-9-carbonitrile ClC=1C(=NC(=NC1)N1CCC(CC1)(C(=O)N1CCOC2=C(C1)C=NC=C2C#N)F)OC